C(C)C1(CCC(CC1)O)C(=O)OCC1=CC=CC2=CC=CC=C12 Naphthalen-1-ylmethyl (1s,4s)-1-ethyl-4-hydroxycyclohexane-1-carboxylate